((2R,3S,4R)-6-acetoxy-3,4-dihydroxytetrahydro-2H-pyran-2-yl)acetic acid methyl ester COC(C[C@H]1OC(C[C@H]([C@@H]1O)O)OC(C)=O)=O